Pentane-1,2,3,4,5-pentol C(C(C(C(CO)O)O)O)O